C(C)(=O)OCC1CCC(CC1)N1N=C2C=C(C(=CC2=C1)Br)OC ((1R,4R)-4-(5-Bromo-6-methoxy-2H-indazol-2-yl)cyclohexyl)methyl acetate